C(N)(=O)CN(CC(=O)N)C1=CC=C(C=C1)C=O 2-[(CARBAMOYLMETHYL)(4-FORMYLPHENYL)AMINO]ACETAMIDE